C1(CC12COCCC2)C(=O)O 5-oxaspiro[2.5]octane-carboxylic acid